2-methyl-N6-(2-(3,4,5-trimethoxyphenyl)-5,7-dihydrofuro[3,4-d]pyrimidin-4-yl)quinoline-4,6-diamine CC1=NC2=CC=C(C=C2C(=C1)N)NC=1C2=C(N=C(N1)C1=CC(=C(C(=C1)OC)OC)OC)COC2